BrC1=CC(=C2CN(C(NC2=C1)=O)C1CCC(CC1)C(=O)NC1=CC(=C(C=C1)C)OC)C (1s,4s)-4-(7-bromo-5-methyl-2-oxo-1,2-dihydroquinazolin-3(4H)-yl)-N-(3-methoxy-4-methylphenyl)cyclohexanecarboxamide